P(=O)(OOC(CCCCCCC)=O)(OC1=C(C=CC=C1)C)OC1=C(C=CC=C1)C n-octanoyloxy di(2-tolyl) phosphate